C(C)N1C(N=C(C(=C1C=1OC=CC1)C(=O)OCCN1N=C2C=C(C=CC2=C1)CN)N(C)CC1=CC=CC=C1)N 2-(6-(Aminomethyl)-2H-indazol-2-yl)ethan-1-ol ethyl-2-amino-4-[benzyl(methyl)amino]-6-(2-furyl)pyrimidine-5-carboxylate